1-{2-[5-(trifluoromethyl)-1H-1,2,3-triazol-1-yl]acetyl}pyrrolidine-2-carboxamide FC(C1=CN=NN1CC(=O)N1C(CCC1)C(=O)N)(F)F